ClC1=C(OCC=2C(=C(C(=O)O)C=CC2)F)C=CC(=C1)C(F)(F)F ((2-chloro-4-(trifluoromethyl)phenoxy)methyl)-2-fluorobenzoic acid